C(C)(C)(C)OC(=O)N1CC(C(CC1)(F)F)COC=1C=C(C(=O)O)C=C(C1)C=1SC(=CN1)C 3-{[1-(tert-butoxycarbonyl)-4,4-difluoropiperidin-3-yl]methoxy}-5-(5-methyl-1,3-thiazol-2-yl)benzoic acid